1-(3-methyl-4,5,6,7-tetrahydro-1H-indazol-5-yl)methanamine CC1=NNC=2CCC(CC12)CN